ClC1=NC=C(C2=C1C=NN2COCC[Si](C)(C)C)CO [4-chloro-1-(2-trimethylsilylethoxymethyl)pyrazolo[4,3-c]pyridin-7-yl]methanol